FC1=C(C=C(C=C1)F)[C@@H]1N(CCC1)C=1C=CC=2N(N1)C(=CN2)/C=C/C(=N\O)/N (1E,2E)-3-(6-((R)-2-(2,5-difluorophenyl)pyrrolidin-1-yl)imidazo[1,2-b]pyridazin-3-yl)-N'-hydroxyacrylamidine